1,5-anhydro-3-({5-[(4-carbamoylphenyl)methyl]-4-methyl-2,3-dihydro-1-benzofuran-7-carbonyl}amino)-2,3-dideoxy-L-threo-pentitol C(N)(=O)C1=CC=C(C=C1)CC=1C=C(C2=C(CCO2)C1C)C(=O)N[C@H]1CCOC[C@@H]1O